O=C1N2[C@H](OC13CC(C3)OC=3C=C(C=NC3)C#N)CC[C@H]2C2=CC=CC=C2 5-{[(1r,3R,5'S,7a'R)-3'-oxo-5'-phenyltetrahydro-3'H-spiro[cyclobutane-1,2'-pyrrolo[2,1-b][1,3]oxazol]-3-yl]oxy}pyridine-3-carbonitrile